2-(tert-Butoxycarbonyl)-N-cyclopropyl-D-alaninamide C(C)(C)(C)OC(=O)[C@@](N)(C)C(=O)NC1CC1